1-((S)-2-((tert-butyldimethylsilyl)oxy)-1-(3-chlorophenyl)-ethyl)-4-(3-(1-methyl-1H-pyrazol-5-yl)-1-(tetrahydro-2H-pyran-2-yl)-1H-indazol-5-yl)pyridin-2(1H)-one [Si](C)(C)(C(C)(C)C)OC[C@H](C1=CC(=CC=C1)Cl)N1C(C=C(C=C1)C=1C=C2C(=NN(C2=CC1)C1OCCCC1)C1=CC=NN1C)=O